NC=1C=C2C(=NNC2=CC1)C1=CC(=NC=C1)N1C[C@H](N([C@H](C1)C)CC1CCN(CC1)CC1CCN(CC1)C=1C=C2C(N(C(C2=CC1)=O)C1C(NC(CC1)=O)=O)=O)C 5-[4-[[4-[[(2R,6S)-4-[4-(5-Amino-1H-indazol-3-yl)-2-pyridyl]-2,6-dimethyl-piperazin-1-yl]methyl]-1-piperidyl]methyl]-1-piperidyl]-2-(2,6-dioxo-3-piperidyl)isoindoline-1,3-dione